1-Sulfoethane-1,2-diol S(=O)(=O)(O)C(CO)O